FC1=CC=C(C=C1)NC(=O)C=1C=NC=NC1 pyrimidine-5-carboxylic acid (4-fluorophenyl)-amide